ClC=1C=NN2C1N=C1C(=C2NCC2=CC=C(C=C2)S(=O)(=O)N)CCC12CCCCC2 4-(((3'-chloro-6',7'-dihydrospiro[cyclohexane-1,5'-cyclopenta[d]pyrazolo[1,5-a]pyrimidine]-8'-yl)amino)methyl)benzenesulfonamide